CN1CCC(CC1)COC=1C=C(C(=O)N[C@H](C)C=2C=NC(=NC2)C(F)(F)F)C=C(C1)C=1SC(=CN1)C 3-[(1-methylpiperidin-4-yl)methoxy]-5-(5-methyl-1,3-thiazol-2-yl)-N-{(1R)-1-[2-(trifluoromethyl)pyrimidin-5-yl]ethyl}benzamide